3-(2-(pyrrolidin-1-yl) ethyl)-1H-indol-5-yl isobutyrate C(C(C)C)(=O)OC=1C=C2C(=CNC2=CC1)CCN1CCCC1